2-(4H-pyrrolo[3,4-d]thiazol-5(6H)-yl)acetonitrile S1C=NC2=C1CN(C2)CC#N